4-chloro-2H-pyrazolo(3,4-d)pyrimidine ClC=1C=2C(N=CN1)=NNC2